7-(2-(4-(6-fluorobenzothiophen-4-yl)piperazin-1-yl)ethyl)-2-oxo-3,4-dihydroquinoline-1(2H)-carboxylic acid 2-methoxyethyl ester COCCOC(=O)N1C(CCC2=CC=C(C=C12)CCN1CCN(CC1)C1=CC(=CC2=C1C=CS2)F)=O